4-(2-{[(1S)-5-[2-(2-aminopyridin-3-yl)-5-phenylimidazo[4,5-b]pyridin-3-yl]-2,3-dihydro-1H-inden-1-yl]amino}ethyl)-2-hydroxybenzaldehyde NC1=NC=CC=C1C1=NC=2C(=NC(=CC2)C2=CC=CC=C2)N1C=1C=C2CC[C@@H](C2=CC1)NCCC1=CC(=C(C=O)C=C1)O